C12CN(CC(CCC1)N2)C=2N(C(C1=C(N2)NC=C1C1=C(C2=CN(N=C2C=C1)C)Cl)=O)C 2-(3,9-Diazabicyclo[3.3.1]nonan-3-yl)-5-(4-chloro-2-methyl-2H-indazol-5-yl)-3-methyl-3,7-dihydro-4H-pyrrolo[2,3-d]pyrimidin-4-one